tert-Butyl ((1S,3R)-3-((3-(2-cyanoacetyl)-2-methoxypyridin-4-yl)oxy)cyclopentyl)carbamate C(#N)CC(=O)C=1C(=NC=CC1O[C@H]1C[C@H](CC1)NC(OC(C)(C)C)=O)OC